N-{4-[2-(2,6-dichlorophenyl)acetylamino]pyridin-2-yl}-N-[3-fluoro-4-(methanesulphonyl)phenyl]acetamide ClC1=C(C(=CC=C1)Cl)CC(=O)NC1=CC(=NC=C1)N(C(C)=O)C1=CC(=C(C=C1)S(=O)(=O)C)F